3-(1-(6,7-dimethoxyquinazolin-4-yl)azetidin-3-yl)-N-hydroxypropanamide COC=1C=C2C(=NC=NC2=CC1OC)N1CC(C1)CCC(=O)NO